2,2-Bis(3,5-di-tert-butyl-4-hydroxyphenyl)-propan C(C)(C)(C)C=1C=C(C=C(C1O)C(C)(C)C)C(C)(C)C1=CC(=C(C(=C1)C(C)(C)C)O)C(C)(C)C